C(C)(=O)N[C@@H]1[C@H](CC(C(O)=O)(O)O[C@H]1[C@H](O)[C@H](O)COC(C)=O)O N-Acetyl-9-O-Acetylneuraminic Acid